OC=1C(=CC2=CN(N=C2C1C)C)C=1N=CC2=C(N1)C=CN(C2=O)C2CNCC2 (6R)-2-(6-hydroxy-2,7-dimethyl-indazol-5-yl)-6-pyrrolidin-3-yl-pyrido[4,3-d]pyrimidin-5-one